C1(CCC1)CN([C@@H](C)C(=O)O)P(=O)(OC1=C(C(=C(C(=C1F)F)F)F)F)OC1=CC=C(C=C1)C(C)(C)C.CC(C)(C#CC(C)(OOC(C)(C)C)C)OOC(C)(C)C 2,5-dimethyl-2,5-di(tert-butylperoxy)hexyne cyclobutylmethyl-((4-(tert-butyl)phenoxy)(perfluorophenoxy)phosphoryl)-L-alaninate